2-bromo-6-(tert-butyl)-4-methoxyphenol BrC1=C(C(=CC(=C1)OC)C(C)(C)C)O